OC1C[C@H]2C([C@H]2C1)NC(=O)C1=CC(=NN1[C@@H](C)C=1C=C(C=CC1)C)C(=O)NC N5-((1R,3R,5S,6r)-3-Hydroxybicyclo[3.1.0]hexan-6-yl)-N3-methyl-1-((S)-1-(m-tolyl)ethyl)-1H-pyrazole-3,5-dicarboxamide